5-bromo-3-ethyl-1H-pyrrolo[2,3-b]pyridin-2(3H)-one BrC=1C=C2C(=NC1)NC(C2CC)=O